tert-butyl 4-(methyl(pyridin-3-yl)carbamoyl)piperidine-1-carboxylate CN(C(=O)C1CCN(CC1)C(=O)OC(C)(C)C)C=1C=NC=CC1